N-((4-((5-cyanothiazol-2-yl)oxy)-3-methylphenyl)carbamoyl)-3-methoxycyclobutane-1-carboxamide C(#N)C1=CN=C(S1)OC1=C(C=C(C=C1)NC(=O)NC(=O)C1CC(C1)OC)C